rac-cis-1-(4-aminopyrimidin-2-yl)-3-fluoro-4-methylpiperidin-4-ol NC1=NC(=NC=C1)N1C[C@H]([C@](CC1)(O)C)F |r|